N-(5-((3H-spiro[furo[3,4-c]pyridin-1,3'-piperidin]-1'-yl)methyl)thiazol-2-yl)acetamide N1(CC2(CCC1)OCC=1C=NC=CC12)CC1=CN=C(S1)NC(C)=O